FC(C)(C)C1=NN=C(O1)C(=O)N1[C@H](C2=C(CC1)NC=N2)C2=NN1C(C=CC=C1C(F)(F)F)=C2 (R)-(5-(2-fluoropropan-2-yl)-1,3,4-oxadiazol-2-yl)(4-(7-(trifluoromethyl)pyrazolo[1,5-a]pyridin-2-yl)-6,7-dihydro-1H-imidazo[4,5-c]pyridin-5(4H)-yl)methanone